C(#N)C1=C(C=C(C=C1)C(F)(F)F)N1C(N([C@H](C1)C#N)C1=CN=CC2=CC=CC=C12)=O |r| Racemic-1-(2-cyano-5-(trifluoromethyl)phenyl)-3-(isoquinolin-4-yl)-2-oxoimidazoline-4-carbonitrile